3-[[4-[(2R)-3-(3,4-dihydro-1H-isoquinolin-2-yl)-2-hydroxy-propyl]-2,2-dimethyl-5-oxo-3H-1,4-benzoxazepin-8-yl]oxy]azetidin-1-carbaldehyde C1N(CCC2=CC=CC=C12)C[C@H](CN1CC(OC2=C(C1=O)C=CC(=C2)OC2CN(C2)C=O)(C)C)O